(S)-N-(2-methyl-1-phenylpropyl)-2-(4-oxothieno[2,3-d]pyridazin-5(4H)-yl)acetamide CC([C@@H](C1=CC=CC=C1)NC(CN1N=CC2=C(C1=O)C=CS2)=O)C